2H-pyran-5-formate O1CC=CC(=C1)C(=O)[O-]